C12CC3C(C(CC(C1)C3)C2)C=2N=C(N(C2)C)C2C3CC1CC(CC2C1)C3 (Diadamantan-4-yl)-1-methylimidazole